NC=1N=C(SC1C(=O)C1=CC=C(OCC(=O)OCC)C=C1)N(C1=CC=C(C=C1)F)[C@@H](C(=O)N)C |r| rac-ethyl 2-[4-[4-amino-2-(4-fluoro-N-[2-amino-1-methyl-2-oxo-ethyl]anilino)thiazole-5-carbonyl]phenoxy]-acetate